C(C)(C)(C)OC(=O)N(C=1C(=NC(=C(C1)C(F)(F)F)O[C@H](C)CC=C)C(=O)OC)C(=O)OC(C)(C)C methyl (R)-3-[bis(tert-butoxycarbonyl)amino]-6-(pent-4-en-2-yloxy)-5-(trifluoromethyl)pyridine-2-carboxylate